(S)-N-[(S)-7-fluoro-2,3-dihydro-1H-inden-1-yl]-2-methylpropan-2-sulfinamide FC=1C=CC=C2CC[C@@H](C12)N[S@@](=O)C(C)(C)C